OCC#CCOS(=O)(=O)C methanesulfonic acid 4-hydroxybut-2-yn-1-yl ester